ClC1=CC=C(C=C1)CN1C([C@H](CS(C2=C1C=C(C=C2)C2=NC(=NO2)CC)(=O)=O)NC(OC(C)(C)C)=O)=O tert-butyl N-[(3R)-5-[(4-chlorophenyl)methyl]-7-(3-ethyl-1,2,4-oxadiazol-5-yl)-1,1,4-trioxo-2,3-dihydro-1λ6,5-benzothiazepin-3-yl]carbamate